tert-butyl 4-(2-(3-(methoxycarbonyl)-5-methylphenyl)pyridin-4-yl)piperidine-1-carboxylate COC(=O)C=1C=C(C=C(C1)C)C1=NC=CC(=C1)C1CCN(CC1)C(=O)OC(C)(C)C